5-((1R,2R)-2-(cyclobutylamino)cyclopropyl)-N-(tetrahydro-2H-pyran-4-yl)thiophene-3-carboxamide Hydrochloride Cl.C1(CCC1)N[C@H]1[C@@H](C1)C1=CC(=CS1)C(=O)NC1CCOCC1